[I-].BrC1=CC=C(C[NH3+])C=C1 para-bromobenzylammonium iodide salt